CCCC(CCC(CCCCCCCCCCC)O)O octadecane-4,7-diol